(2R,4S)-N2-(5-((+)-1-amino-1-(3-cyanophenyl)-3-cyclopropylpropyl)-2-fluorophenyl)-N1-(4-chlorophenyl)-4-hydroxy-4-phenylpyrrolidine-1,2-dicarboxamide NC(CCC1CC1)(C1=CC(=CC=C1)C#N)C=1C=CC(=C(C1)NC(=O)[C@@H]1N(C[C@](C1)(C1=CC=CC=C1)O)C(=O)NC1=CC=C(C=C1)Cl)F